2,4,6-tricyclohexyl-phenol C1(CCCCC1)C1=C(C(=CC(=C1)C1CCCCC1)C1CCCCC1)O